tert-butyl {1,6-diazaspiro[3.3]heptan-1-yl}formate N1(CCC12CNC2)C(=O)OC(C)(C)C